3-(4-AMINOPHENYL)-1-(TETRAHYDRO-2H-PYRAN-4-YL)-1H-PYRAZOLO[3,4-D]PYRIMIDIN-4-AMINE NC1=CC=C(C=C1)C1=NN(C2=NC=NC(=C21)N)C2CCOCC2